BrC=1C=CC=C2C=C(C=C(C12)C(CC(CC(=O)OC)=O)O)OCOC methyl 5-(8-bromo-3-(methoxymethoxy) naphthalen-1-yl)-5-hydroxy-3-oxopentanoate